N-(1-Hydroxy-2-propyl)-[1,1'-biphenyl]-3-carboxamide OCC(C)NC(=O)C=1C=C(C=CC1)C1=CC=CC=C1